OCC(C=O)(CO)C 3-hydroxy-2-methyl-2-hydroxymethylpropanal